FC1=CC=C(CNC2=NC3=CC=CC=C3N=C2NCC2=CC=C(C=C2)F)C=C1 N2,N3-Bis(4-fluorobenzyl)quinoxaline-2,3-diamine